N1(CCNCC1)C1=NC(=NC(=C1)N1CCCC1)NC1=CC2=C(C=N1)C=NN2CC=2C=NC=CC2 N-[4-(piperazin-1-yl)-6-(pyrrolidin-1-yl)pyrimidin-2-yl]-1-(pyridin-3-ylmethyl)-1H-pyrazolo[4,3-c]pyridin-6-amine